ClC1=C(C=C(C=C1)F)C1NC(C=2C1=C(SC2C=2C=NN(C2)C(F)F)NC(C2=CC(=CC(=C2)C(F)(F)F)F)=O)=O N-(6-(2-chloro-5-fluorophenyl)-3-(1-difluoromethyl-1H-pyrazol-4-yl)-4-oxo-5,6-dihydro-4H-thieno[3,4-c]pyrrol-1-yl)-3-fluoro-5-(trifluoromethyl)benzamide